butyrolactam p-toluenesulfonate CC1=CC=C(C=C1)S(=O)(=O)O.C1(CCCN1)=O